(S)-4-(1-aminopropane-2-yl)benzonitrile NC[C@@H](C)C1=CC=C(C#N)C=C1